tert-butyl (3S)-3-(iodomethyl)-2-oxa-5-azabicyclo[4.1.0]heptane-5-carboxylate IC[C@H]1OC2CC2N(C1)C(=O)OC(C)(C)C